ClC1=CC=NC2=CC=C(C=C12)O 4-chloroquinolin-6-ol